N-(5-(hydroxyamino)-5-oxopentyl)cyclohexane-1-carboxamide ONC(CCCCNC(=O)C1CCCCC1)=O